(2R,3R,4R,5R)-5-(6-benzamido-9H-purin-9-yl)-4-((tert-butyldimethylsilyl)oxy)-2-(((tert-butyldimethyl silyl)oxy)methyl)tetrahydrofuran-3-yl methyl carbonate C(O[C@@H]1[C@H](O[C@H]([C@@H]1O[Si](C)(C)C(C)(C)C)N1C2=NC=NC(=C2N=C1)NC(C1=CC=CC=C1)=O)CO[Si](C)(C)C(C)(C)C)(OC)=O